4-((6-methylpyridin-3-yl)oxy)-2-cyanopyridine CC1=CC=C(C=N1)OC1=CC(=NC=C1)C#N